2,3-dichloro-N-{2-fluoro-3-[6-oxo-4-(trifluoromethyl)-1,6-dihydropyrimidin-2-yl]-4-(trifluoromethyl)benzyl}benzamide ClC1=C(C(=O)NCC2=C(C(=C(C=C2)C(F)(F)F)C=2NC(C=C(N2)C(F)(F)F)=O)F)C=CC=C1Cl